N-(4-(5-Benzamido-1-methyl-1H-pyrazol-3-yl)phenyl)-3-benzoylbenzamide C(C1=CC=CC=C1)(=O)NC1=CC(=NN1C)C1=CC=C(C=C1)NC(C1=CC(=CC=C1)C(C1=CC=CC=C1)=O)=O